C(#N)C1=NC2=CC(=CC(=C2N=C1NC[C@@]1(C(C1)(F)F)C)[C@@H](C)NC1=C(C(=O)O)C=CC=C1)C 2-(((R)-1-(2-cyano-3-((((R)-2,2-difluoro-1-methylcyclopropyl)methyl)amino)-7-methylquinoxalin-5-yl)ethyl)amino)benzoic acid